C(C)(C)(C)OC(C(C)ON1C(C2=CC=CC=C2C1=O)=O)=O 2-((1,3-dioxoisoindolin-2-yl)oxy)-propionic acid tert-butyl ester